ClC1=NC(=NC(=N1)Cl)NC1=CC(=C(C(=O)O)C=C1)C=1C2=CC=C(C=C2OC2=CC(C=CC12)=O)O 4-(4,6-dichloro-[1,3,5]-triazin-2-ylamino)-2-(6-hydroxy-3-oxo-3H-xanthen-9-yl)-benzoic acid